4-(2-(Azepan-1-yl)ethyl)-2H-benzo[b][1,4]oxazin-3(4H)-one N1(CCCCCC1)CCN1C2=C(OCC1=O)C=CC=C2